4-Bromo-6-methoxy-1-methyl-1H-benzo[d]-imidazole BrC1=CC(=CC=2N(C=NC21)C)OC